M-hydroxyphenyl-acrylic acid C=C(C1=CC(=CC=C1)O)C(=O)O